FC(CS(=O)(=O)NC1=NC=C(C=C1F)OC=1N=C(SC1C1=NC(=NC=C1)N[C@@H]1CNC[C@H](C1)F)C)(F)F 2,2,2-Trifluoro-N-[3-fluoro-5-[5-[2-[[(3S,5S)-5-fluoro-3-piperidyl]amino]pyrimidin-4-yl]-2-methyl-thiazol-4-yl]oxy-2-pyridyl]ethanesulfonamide